N=C=O monoiminoketone